Ethyl decane-2-carboxylate CC(CCCCCCCC)C(=O)OCC